ClC1=CC=C(C(=N1)C#N)N[C@H](C)C=1C=C(C=C2C(C(=C(OC12)C=1C(=NN(C1)C)F)C)=O)C 6-Chloro-3-[[(1R)-1-[2-(3-fluoro-1-methyl-pyrazol-4-yl)-3,6-dimethyl-4-oxo-chromen-8-yl]ethyl]amino]pyridine-2-carbonitrile